2-Oxa-1,3-Diazole N=1ON=CC1